hydroxypropyl-sulfonate hydroxypropyl-phosphate OCCCOP(=O)(O)O.OCCCS(=O)(=O)O